1-((3R,4R)-3-((1-(cyclopropylmethyl)-6-((5-methylthiazol-2-yl)amino)-1H-pyrrolo[3,2-c]pyridin-4-yl)oxy)-4-fluoropyrrolidin-1-yl)prop-2-en-1-one C1(CC1)CN1C=CC=2C(=NC(=CC21)NC=2SC(=CN2)C)O[C@@H]2CN(C[C@H]2F)C(C=C)=O